BrCC(=O)NC1=CC(=CC=C1)C(C[N+](=O)[O-])C1=C(NC2=CC=CC=C12)C1=CC=CC=C1 2-bromo-N-(3-(2-nitro-1-(2-phenyl-1H-indol-3-yl)ethyl)phenyl)acetamide